(R)-3-(3-(3-(3-amino-1H-pyrazolo[4,3-b]pyridin-5-yl)phenyl)isoxazol-5-yl)-3-hydroxy-1-methylpyrrolidin-2-one NC1=NNC=2C1=NC(=CC2)C=2C=C(C=CC2)C2=NOC(=C2)[C@]2(C(N(CC2)C)=O)O